ClC=1C(=C(C=CC1F)[C@H](NC(=O)[C@@H]1CNC(O1)=O)C1CC2C(C2C1)(F)F)F (S)-N-((R)-(3-chloro-2,4-difluorophenyl)((trans)-6,6-difluorobicyclo[3.1.0]hexan-3-yl)methyl)-2-oxooxazolidine-5-carboxamide